N1(CCNCCC1)CC1=CC=C(C=C1)C1=CC(=C(C(=C1)N(C1CCOCC1)CC)C)C(=O)NCC=1C(NC(=CC1C)C)=O 4'-((1,4-diazepan-1-yl)methyl)-N-((4,6-dimethyl-2-oxo-1,2-dihydropyridin-3-yl)methyl)-5-(ethyl-(tetrahydro-2H-pyran-4-yl)amino)-4-methyl-[1,1'-biphenyl]-3-carboxamide